The molecule is an organosulfonate oxoanion obtained by deprotonation of the sulfonate groups of Guinee green B(1+). It is a conjugate base of a Guinee green B(1+). CCN(CC1=CC(=CC=C1)S(=O)(=O)[O-])C2=CC=C(C=C2)C(=C3C=CC(=[N+](CC)CC4=CC(=CC=C4)S(=O)(=O)[O-])C=C3)C5=CC=CC=C5